C(C)(=O)OC1=C(C(=CC=C1)C)C 2,3-dimethylphenyl acetate